octadecane-6,7-diol CCCCCC(C(CCCCCCCCCCC)O)O